FC1=CC=C(C=C1)N1COCC2=C1C=CC=C2 1-(4-fluorophenyl)-1,2-dihydro-(4H)-3,1-benzoxazine